4-(3-(trifluoromethyl)bicyclo[1.1.1]pentan-1-yl)pyrido[2,3-d]pyrimidine FC(C12CC(C1)(C2)C=2C1=C(N=CN2)N=CC=C1)(F)F